5-{(3R)-1-[(1-fluorocyclobutyl)(4H-1,2,4-triazol-3-yl)methyl]-5',6'-dihydrospiro[pyrrolidine-3,4'-pyrrolo[1,2-b]pyrazol]-2'-yl}-3-(trifluoromethyl)pyridin-2-amine FC1(CCC1)C(N1C[C@]2(CCN3N=C(C=C32)C=3C=C(C(=NC3)N)C(F)(F)F)CC1)C1=NN=CN1